N-{6,7-dimethoxy-1H,2H,3H-cyclopenta[b]quinolin-9-yl}-2-(propan-2-yl)-2-azaspiro[3.3]heptan-6-amine COC=1C(=CC=2C(=C3C(=NC2C1)CCC3)NC3CC1(CN(C1)C(C)C)C3)OC